CN1CCN(CC1)C1=CC=C(C=N1)NC(=O)C=1C=C2C(=NC1)NC=C2C2=CC=C1C(NC3(C1=C2)CCCCC3)=O N-(6-(4-methylpiperazin-1-yl)pyridin-3-yl)-3-(3'-oxospiro[cyclohexane-1,1'-isoindolin]-6'-yl)-1H-pyrrolo[2,3-b]pyridine-5-carboxamide